3-(4-(aminomethyl)piperidin-1-yl)-1-(4-fluorophenyl)propan-1-one, hydrochloride salt Cl.NCC1CCN(CC1)CCC(=O)C1=CC=C(C=C1)F